CCCCCCCCC(CCCCCCCC)OC(CCCCCO[C@@H]1[C@@H](CN(C1)CCCCCO)OCCCCCC(=O)OC(CCCCCCCC)CCCCCCCC)=O di(heptadecan-9-yl)6,6'-(((3R,4S)-1-(5-hydroxypentyl)pyrrolidine-3,4-diyl)bis(oxy))dihexanoate